CC1=C(C(=NO1)OC[C@H](C1=NC=CC=C1)NC)C1=CC=2N(C=C1)N=C(C2)NC(=O)C2CC2 N-[5-[5-methyl-3-[(2S)-2-(methylamino)-2-(2-pyridyl)ethoxy]isoxazol-4-yl]pyrazolo[1,5-a]pyridin-2-yl]cyclopropanecarboxamide